(R)-6-(2-ethoxymethoxy-4-ethynylphenyl)-5-methyl-3-((1-methylpiperidin-3-yl)amino)pyridazine-4-carbonitrile C(C)OCOC1=C(C=CC(=C1)C#C)C1=C(C(=C(N=N1)N[C@H]1CN(CCC1)C)C#N)C